The molecule is an acyl-CoA(4-) arising from deprotonation of the phosphate and diphosphate OH groups of trans-hex-2-enoyl-CoA; major species at pH 7.3. It is an acyl-CoA(4-) and a medium-chain fatty acyl-CoA(4-). It derives from a (Z)-hex-3-enoyl-CoA(4-). It is a conjugate base of a trans-hex-2-enoyl-CoA. CCC/C=C/C(=O)SCCNC(=O)CCNC(=O)[C@@H](C(C)(C)COP(=O)([O-])OP(=O)([O-])OC[C@@H]1[C@H]([C@H]([C@@H](O1)N2C=NC3=C(N=CN=C32)N)O)OP(=O)([O-])[O-])O